2-((R,6E,10E)-3-hydroxy-3,7,11-trimethyl-14-(oxetan-3-ylidene)tetradecane-6,10-dien-1-yl)-3,5,6-trimethylcyclohexa-2,5-dien-1,4-dione O[C@@](CCC=1C(C(=C(C(C1C)=O)C)C)=O)(CC\C=C(\CC\C=C(\CCC=C1COC1)/C)/C)C